CN([C@@H](C(=O)NC1=CC2=C(C(=N1)C)CC(C2)C=O)C)C (2R)-2-(dimethylamino)-N-(6-formyl-1-methyl-6,7-dihydro-5H-cyclopenta[c]pyridin-3-yl)propanamide